C(C)(C)(C)OC(COCCOCCO)=O [2-(2-hydroxyethoxy)ethoxy]acetic acid tert-butyl ester